4-(7,8,9,10-tetrahydrophenanthridin-6-yl)phenol C1=CC=CC2=NC(=C3CCCCC3=C12)C1=CC=C(C=C1)O